CNC1=NC2=C(N1C1=NC(=CC(=N1)N1[C@@H](COCC1)C)C1(CC1)[S@](=O)(=N)C)C=CC=C2 N-Methyl-1-{4-[(3R)-3-methylmorpholin-4-yl]-6-[1-((S)-S-methylsulfonimidoyl)cyclopropyl]pyrimidin-2-yl}-1H-benzimidazol-2-amine